N-(3-(1H-benzo[d]imidazol-2-yl)phenyl)-6-(pyridin-2-yl)pyrimidin-3-amine N1C(=NC2=C1C=CC=C2)C=2C=C(C=CC2)NN2CN=C(C=C2)C2=NC=CC=C2